4-methoxymethyl-2,3,5,6-tetrafluorobenzyl (1R)-trans-3-(1-propenyl)-2,2-dimethylcyclopropanecarboxylate C(=CC)[C@H]1C([C@@H]1C(=O)OCC1=C(C(=C(C(=C1F)F)COC)F)F)(C)C